S(=O)(=O)(O)[O-].CN1C=[N+](C=C1)CCCS(=O)(=O)O 1-methyl-3-(3-sulfopropyl)-imidazolium hydrogensulfate